(S)-2-(1-acryloyl-4-(2-((1-aminocyclopropyl)methoxy)-7-(3-hydroxynaphthalen-1-yl)-5,6,7,8-tetrahydropyrido[3,4-d]pyrimidin-4-yl)piperazin-2-yl)acetonitrile C(C=C)(=O)N1[C@H](CN(CC1)C=1C2=C(N=C(N1)OCC1(CC1)N)CN(CC2)C2=CC(=CC1=CC=CC=C21)O)CC#N